(1R,8S)-N-(2-fluoro-4-methyl-5-pyridazin-3-ylphenyl)-9-azatricyclo[6.2.1.02,7]undec-2(7),3,5-triene-9-carboxamide FC1=C(C=C(C(=C1)C)C=1N=NC=CC1)NC(=O)N1[C@@H]2C=3C=CC=CC3[C@H](C1)C2